FC=1C=C(O[C@H](C(=O)OCC)C)C=CC1F ethyl (S)-2-(3,4-difluorophenoxy)propanoate